1-(5-amino-1-cyclopropyl-1H-pyrazol-3-yl)pyrrolidin-2-one dec-2-yn-1-yl-3-((4-((2-(dimethylamino)ethyl)amino)-3-(2-hexyldecanamido)-4-oxobutyl)thio)propanoate C(C#CCCCCCCC)OC(CCSCCC(C(=O)NCCN(C)C)NC(C(CCCCCCCC)CCCCCC)=O)=O.NC1=CC(=NN1C1CC1)N1C(CCC1)=O